2-methyl-8-quinolinolate CC1=NC2=C(C=CC=C2C=C1)[O-]